C(C)C1=CC=C(C=C1)S(=O)(=O)C=1C=NC2=CC=C(C=C2C1O)C(=O)OCC Ethyl 3-((4-ethylphenyl) sulfonyl)-4-hydroxyquinoline-6-carboxylate